CC1=C2C=CNC2=CC(=C1)C=O 4-METHYL-INDOLE-6-CARBOXALDEHYDE